CCCCCCCC[O-].CCCCCCCC[O-].CCCCCCCC[O-].[Al+3] aluminum n-octoxide